CN1N=CC(=C1C1=C(C2=C(N=CN=C2N)N1C)C1=CC=C(C=C1)OC1=NC=CC(=N1)C)C 6-(2,4-dimethylpyrazol-3-yl)-7-methyl-5-[4-[(4-methylpyrimidin-2-yl)oxy]phenyl]pyrrolo[2,3-d]pyrimidin-4-amine